C1(CCCCCCC1)NC=1C(C=2C=CC=NC2C(C1)=O)=O 6-(cyclooctylamino)quinoline-5,8-dione